4-((S)-2-((S)-2-(2,2-Dimethyl-4-(4-(2-(methylsulfonyl)pyrimidin-5-yl)-1H-1,2,3-triazol-1-yl)butanamido)-3-methylbutanamido)-6-(dimethylamino)hexanamido)benzyl (4-nitrophenyl) carbonate C(OCC1=CC=C(C=C1)NC([C@H](CCCCN(C)C)NC([C@H](C(C)C)NC(C(CCN1N=NC(=C1)C=1C=NC(=NC1)S(=O)(=O)C)(C)C)=O)=O)=O)(OC1=CC=C(C=C1)[N+](=O)[O-])=O